6-heptenyl-ethyl-dichlorosilane C(CCCCC=C)[Si](Cl)(Cl)CC